di-n-decyl ether CCCCCCCCCCOCCCCCCCCCC